FC(C#N)F 2,2-difluoroacetonitrile